4-{4-[(2-chlorophenyl)methoxy]-3-methoxyphenyl}-2H,4H,5H,6H,7H-pyrazolo[3,4-b]pyridin-6-one ClC1=C(C=CC=C1)COC1=C(C=C(C=C1)C1C=2C(NC(C1)=O)=NNC2)OC